[Si](C)(C)(C(C)(C)C)OCCCCOC=1C=NN(C1)C 4-((tert-butyldimethylsilyloxy)butoxy)-1-methyl-1H-pyrazole